NC1=C(C=C(C=N1)C=1C=C2N(N1)CCC21CN(CC1)C(=O)NC(C)(C)C1=CC=NC=C1)O[C@@H](C)C=1C=NC=CC1 2'-{6-amino-5-[(1S)-1-(pyridin-3-yl)ethoxy]pyridin-3-yl}-N-[2-(pyridin-4-yl)propan-2-yl]-5',6'-dihydrospiro[pyrrolidine-3,4'-pyrrolo[1,2-b]pyrazole]-1-carboxamide